N(C1=CC=CC=C1)C1=NC(=NC(=N1)N(C)CCO)NC=1C=C(C(=CC1)C=CC=1C(=CC(=CC1)NC1=NC(=NC(=N1)NC1=CC=CC=C1)N(CCO)C)S(=O)(=O)[O-])S(=O)(=O)[O-].[Na+].[Na+] disodium 4,4'-bis{[4-anilino-6-(N-2-hydroxyethyl-N-methylamino) s-triazin-2-yl] amino}-2,2'-stilbenedisulfonate